COC(=O)C=1C=CC2=C(N(C(=N2)CN2CCC(=CC2)C2=NC(=CC=C2)OCCC2=CC=C(C=3C=COC32)Cl)C[C@H]3OCC3)C1 (S)-2-((6-(2-(4-chlorobenzofuran-7-yl)ethoxy)-3',6'-Dihydro-[2,4'-bipyridyl]-1'(2'H)-yl)methyl)-1-(oxetan-2-ylmethyl)-1H-Benzo[d]imidazole-6-carboxylic acid methyl ester